2-(ethyl((4-oxo-3,4-dihydrothieno[3,2-d]pyrimidin-2-yl)methyl)amino)-N-(3-methoxyphenyl)acetamide C(C)N(CC(=O)NC1=CC(=CC=C1)OC)CC=1NC(C2=C(N1)C=CS2)=O